[Li].OC=1C=CC=C2C=CC=NC12 8-hydroxyquinoline Lithium